4,7-di(propan-2-yl)naphthalene-2-sulfonic acid CC(C)C1=CC(=CC2=CC(=CC=C12)C(C)C)S(=O)(=O)O